(2R,3R,4S)-2-[2-chloro-6-[[6-chloro-5-(trifluoromethyl)-3-pyridinyl]methylamino]purin-9-yl]tetrahydrothiophene-3,4-diol ClC1=NC(=C2N=CN(C2=N1)[C@@H]1SC[C@H]([C@H]1O)O)NCC=1C=NC(=C(C1)C(F)(F)F)Cl